6-((2-((1-methyl-1H-pyrazol-3-yl)methyl)-1-oxo-1,2-dihydro-phthalazin-6-yl)sulfonyl)-2,3-dihydro-4H-benzo[b][1,4]oxazine-4-carboxylic acid tert-butyl ester C(C)(C)(C)OC(=O)N1C2=C(OCC1)C=CC(=C2)S(=O)(=O)C=2C=C1C=NN(C(C1=CC2)=O)CC2=NN(C=C2)C